4-[5-(5-fluoro-3-pyridinyl)-7-[2-(1H-indol-3-yl)ethylamino]Pyrazolo[1,5-a]Pyrimidine-3-carbonyl]Piperazine-1-carboxylic acid tert-butyl ester C(C)(C)(C)OC(=O)N1CCN(CC1)C(=O)C=1C=NN2C1N=C(C=C2NCCC2=CNC1=CC=CC=C21)C=2C=NC=C(C2)F